C1(CC1)C1=C(C(=NO1)C1=C(C=CC=C1Cl)Cl)CCN1CC2CCC(C1)N2C=2SC1=C(N2)C(=CC(=C1)C(=O)O)F 2-(3-(2-(5-cyclopropyl-3-(2,6-dichlorophenyl)isoxazol-4-yl)ethyl)-3,8-diazabicyclo[3.2.1]oct-8-yl)-4-fluorobenzo[d]thiazole-6-carboxylic acid